FC1=CC2=C(N(C=N2)[C@H]2C[C@H](C2)C(=O)OC)C=C1 methyl cis-3-(5-fluorobenzimidazol-1-yl)cyclobutanecarboxylate